ClC1=C2C(=NC=C1)N(N=C2I)C2=CC=C(C=C2)OC(F)(F)F 4-Chloro-3-iodo-1-(4-(trifluoromethoxy)phenyl)-1H-pyrazolo[3,4-b]pyridine